2,6-dinitroiodobenzene C1=CC(=C(C(=C1)[N+](=O)[O-])I)[N+](=O)[O-]